NC1=NNC2=C(C=CC(=C12)C1=CC=C(C2=CC=CC=C12)NC(=O)NC=1C=C(C=CC1)C)OCCC(C)(C)N 1-(4-(3-amino-7-(3-amino-3-methylbutoxy)-1H-indazol-4-yl)naphthalen-1-yl)-3-(m-tolyl)urea